(2S,4R)-1-(2-(3-acetyl-5-(pyrazolo[1,5-a]pyrimidin-6-yl)-1H-indazol-1-yl)acetyl)-N-(3-(difluoromethoxy)-2-fluorophenyl)-4-fluoropyrrolidine-2-carboxamide C(C)(=O)C1=NN(C2=CC=C(C=C12)C=1C=NC=2N(C1)N=CC2)CC(=O)N2[C@@H](C[C@H](C2)F)C(=O)NC2=C(C(=CC=C2)OC(F)F)F